Ethyl 2-{3-[(1,3-benzothiazol-2-yl)amino]-4-methyl-5H,6H,7H,8H-pyrido[2,3-c]pyridazin-8-yl}-1,3-thiazole-4-carboxylate S1C(=NC2=C1C=CC=C2)NC2=C(C1=C(N=N2)N(CCC1)C=1SC=C(N1)C(=O)OCC)C